(Z)-5-((1-(4-aminobutanoyl)-5-fluoro-2-oxoindol-3-ylidene)methyl)-N-(2-(diethylamino)ethyl)-2,4-dimethyl-1H-pyrrole-3-carboxamide NCCCC(=O)N1C(\C(\C2=CC(=CC=C12)F)=C/C1=C(C(=C(N1)C)C(=O)NCCN(CC)CC)C)=O